CN1N=CC(=C1)C=1NC=C(C1)C=1C=NC(=CC1)N1C2CNCC1C2 2-(1-methyl-1H-pyrazol-4-yl)-4-(6-(3,6-diazabicyclo[3.1.1]heptan-6-yl)pyridin-3-yl)-1H-pyrrole